(4-bromo-2-hydroxyphenyl)(4-fluoro-3-hydroxyphenyl)methanone BrC1=CC(=C(C=C1)C(=O)C1=CC(=C(C=C1)F)O)O